ClC1=CC=C(COC=2C=C3C(C(NC3=CC2)=O)=O)C=C1 5-((4-chlorobenzyl)oxy)indole-2,3-dione